[N+](=O)([O-])C=1C=CC(=NC1)SS[C@@H](CO)C (R)-2-((5-nitropyridin-2-yl)disulfanyl)propan-1-ol